1,3-di(oxiran-2-yl)benzene O1C(C1)C1=CC(=CC=C1)C1OC1